1-(6-(6-fluoropyridin-3-yl)quinolin-2-yl)piperidine-4-carboxylic acid hydrochloride Cl.FC1=CC=C(C=N1)C=1C=C2C=CC(=NC2=CC1)N1CCC(CC1)C(=O)O